1-bromo-3-fluoro-2-(2-fluoropropan-2-yl)benzene BrC1=C(C(=CC=C1)F)C(C)(C)F